3-(1H-indazol-6-yl)-N-(3-methyl-3,4-dihydro-2H-1-benzopyran-4-yl)prop-2-enamide N1N=CC2=CC=C(C=C12)C=CC(=O)NC1C(COC2=C1C=CC=C2)C